6-borono-2-(2-(3,4-dihydroisoquinolin-2(1H)-yl)ethyl)-2-(methylamino)hexanoic acid B(O)(O)CCCCC(C(=O)O)(NC)CCN1CC2=CC=CC=C2CC1